4-cyano-N-(1,7,7-trimethylnorbornan-2-yl)-1H-pyrrolo[2,3-b]pyridine-2-carboxamide C(#N)C1=C2C(=NC=C1)NC(=C2)C(=O)NC2C1(CCC(C2)C1(C)C)C